C(#N)C1=C(C=C(C=C1)C1=C(C=NC=C1C1=CC(=C(C=C1)OC)O)F)F 4-(4-cyano-3-fluorophenyl)-3-fluoro-5-(3-hydroxy-4-methoxyphenyl)pyridine